C(CCC)[C@@H]1N[C@H](C2=CC=C(C=C2C1)OC)C1=CC=C(C=C1)NC(=O)C1CCC1 N-(4-((1S,3S)-3-butyl-6-methoxy-1,2,3,4-tetrahydroisoquinolin-1-yl)phenyl)cyclobutanecarboxamide